BrC=1C2=C(C(N(C1)C)=O)N(N=C2)S(=O)(=O)CC2=CC=CC=C2 4-bromo-6-methyl-1-toluenesulfonyl-1,6-dihydro-7H-pyrazolo[3,4-c]pyridin-7-one